2,7-di(naphthalene-2-yl)spiro[fluorene-9,9'-xanthene] C1=C(C=CC2=CC=CC=C12)C1=CC2=C(C=C1)C1=CC=C(C=C1C21C2=CC=CC=C2OC=2C=CC=CC12)C1=CC2=CC=CC=C2C=C1